ClC1=C(C=CC(=C1)Cl)C(C(C)NC(=O)C=1C(=NN(C1)C)C(F)F)OC 1-methyl-3-difluoromethyl-1H-pyrazole-4-carboxylic acid [2-(2,4-dichloro-phenyl)-2-methoxy-1-methyl-ethyl]-amide